o-benzoylbenzoic acid C(C1=CC=CC=C1)(=O)C1=C(C(=O)O)C=CC=C1